[4-amino-2-(4-methoxy-2-methyl-anilino)thiazol-5-yl]-phenyl-methanone NC=1N=C(SC1C(=O)C1=CC=CC=C1)NC1=C(C=C(C=C1)OC)C